[(2R,3S,4R,5R)-5-[2-chloro-4-(cyclopentyl-amino)pyrrolo[2,3-d]-pyrimidin-7-yl]-3,4-dihydroxy-tetrahydro-furan-2-yl]methoxy-methyl-[2-(dimethyl-amino)-2-oxo-ethoxy]-phosphinic acid ClC=1N=C(C2=C(N1)N(C=C2)[C@H]2[C@@H]([C@@H]([C@H](O2)COCP(O)(=O)OCC(=O)N(C)C)O)O)NC2CCCC2